ClC1=C(C=NN(C1=O)C)N[C@@H]1C[C@@H](CN(C1)C)C1=CC=C(C=C1)CN1CCC2(CCN(CC2)C=2C=C(C=CC2)C2C(NC(CC2)=O)=O)CC1 3-[3-[9-[[4-[(3R,5R)-5-[(5-chloro-1-methyl-6-oxo-pyridazin-4-yl)amino]-1-methyl-3-piperidyl]phenyl]methyl]-3,9-diazaspiro[5.5]undecan-3-yl]phenyl]piperidine-2,6-dione